2-(4-carboxyphenyl)-2-propanol C(=O)(O)C1=CC=C(C=C1)C(C)(C)O